4-(4-aminophenyl)-1H-pyrazole-1-carboxylic acid tert-butyl ester C(C)(C)(C)OC(=O)N1N=CC(=C1)C1=CC=C(C=C1)N